NC(C(C(CC1=CC=CC=C1)NC(=O)C=1C=NOC1C1=CC=CC=2OC(OC21)(F)F)=O)=O N-(4-amino-3,4-dioxo-1-phenylbutan-2-yl)-5-(2,2-difluorobenzo[d][1,3]dioxol-4-yl)isoxazole-4-carboxamide